7,8-dichloro-N-methyl-N-(4'-(methylsulfonyl)-[1,1'-biphenyl]-3-yl)[1,2,4]triazolo[4,3-a]quinazolin-5-amine ClC=1C=C2C(=NC=3N(C2=CC1Cl)C=NN3)N(C=3C=C(C=CC3)C3=CC=C(C=C3)S(=O)(=O)C)C